6-(4-fluorophenyl)-3-[(2R)-2-hydroxy-3-(1,2,3,4-tetrahydroisoquinolin-2-yl)propyl]-1-(2-methylpropyl)-1,2,3,4-tetrahydroquinazoline-2,4-dione FC1=CC=C(C=C1)C=1C=C2C(N(C(N(C2=CC1)CC(C)C)=O)C[C@@H](CN1CC2=CC=CC=C2CC1)O)=O